N-[(3aR,5R,6aR)-5-[[bis(4-methoxyphenyl)-phenyl-methoxy]methyl]-6-hydroxy-3a,5,6,6a-tetrahydrofuro[2,3-d]oxazol-2-yl]acetamide COC1=CC=C(C=C1)C(OC[C@@H]1C([C@@H]2[C@H](N=C(O2)NC(C)=O)O1)O)(C1=CC=CC=C1)C1=CC=C(C=C1)OC